Mono-Natrium Citrat C(CC(O)(C(=O)O)CC(=O)O)(=O)[O-].[Na+]